tert-Butyl ((3S,5R)-1-benzyl-5-(hydroxymethyl)-5-methylpyrrolidin-3-yl)carbamate C(C1=CC=CC=C1)N1C[C@H](C[C@]1(C)CO)NC(OC(C)(C)C)=O